6-(3-isopropyl-5-(1-isopropylazetidin-3-yl)-1H-indol-2-yl)-8-methoxy-[1,2,4]triazolo[1,5-a]pyridine C(C)(C)C1=C(NC2=CC=C(C=C12)C1CN(C1)C(C)C)C=1C=C(C=2N(C1)N=CN2)OC